ClC=1C=C2C(C(NC2=CC1)=O)=NN=C1SCC(N1C1=CC=C(C=C1)CCCC)=O 5-chloro-3-(2-(3-(4-n-butylphenyl)-4-oxothiazolidin-2-ylidene)hydrazono)indol-2-one